tri-chloro-acetonitrile ClC(C#N)(Cl)Cl